C(SC(CCC)(CCCCCCCC)C#N)([S-])=S 4-cyano-4-dodecyl trithiocarbonate